ClC=1C=CC(=C(C1)C=1C=C(C=2OCCNC2N1)C=1C=C(C=NC1)NC(C=CN1CCCC1)=O)F N-{5-[6-(5-chloro-2-fluorophenyl)-2H,3H,4H-pyrido[3,2-b][1,4]oxazin-8-yl]pyridin-3-yl}-3-(pyrrolidin-1-yl)propenamide